3-Cycloheptylaminopropan C1(CCCCCC1)NCCC